ClC1=CC=C2C(=NC=NC2=C1)NCCCCN1C(NCC1=O)=O 3-(4-((7-Chloroquinazolin-4-yl)amino)butyl)imidazoline-2,4-dione